ClCC(CC1(N(C[C@@H](C1)OC)C(=O)OC(C)(C)C)C(=O)OC)=C 1-(tert-butyl) 2-methyl (4R)-2-(2-(chloromethyl) allyl)-4-methoxypyrrolidine-1,2-dicarboxylate